C(CCCCCCCCCCC)C[NH+](CCCCCCCCCCCCC)CCCCCCCCCCCCC tri(dodecylmethyl)ammonium